4-(cyclopropylmethyl)-N-(1-methylcyclopropyl)-1-oxo-1,2-dihydroisoquinoline-7-sulfonamide C1(CC1)CC1=CNC(C2=CC(=CC=C12)S(=O)(=O)NC1(CC1)C)=O